FC(O[C@H]1C[C@H](C1)OCC(=O)N[C@H]1[C@@H]2C[C@H]([C@H](C1)C2)NC(OCC2=CC=CC=C2)=O)(F)F benzyl [(1S,2R,4S,5R)-5-(2-{[cis-3-(trifluoromethoxy)cyclobutyl]oxy}acetamido)bicyclo[2.2.1]heptan-2-yl]carbamate